FC1=C(C(=CC(=C1)CN1CCC(CC1)F)O)N1CC(NS1(=O)=O)=O 5-(2-fluoro-4-((4-fluoropiperidin-1-yl)methyl)-6-hydroxyphenyl)-1,2,5-thiadiazolidin-3-one 1,1-dioxide